tert-butyl 4-(3-(methoxycarbonyl)-2,3-dihydrobenzofuran-7-yl)piperazine-1-carboxylate COC(=O)C1COC2=C1C=CC=C2N2CCN(CC2)C(=O)OC(C)(C)C